C[C@@H]1CN(C[C@@H](N1)C)CC1=CC(=NC(=C1)C(F)(F)F)N1C(C2=CC(=CC=C2C1)C1(COC1)CC1=NN=CN1C)=O 2-(4-(((3R,5S)-3,5-Dimethylpiperazin-1-yl)methyl)-6-(trifluoromethyl)-pyridin-2-yl)-6-(3-((4-methyl-4H-1,2,4-triazol-3-yl)methyl)oxetan-3-yl)isoindolin-1-one